C(C(=C)C)(=O)O.C1=C(C2=CC=CC=C2)O1 epoxystyrene methacrylate